C(C1=CC=CC=C1)OC=1C(=C(C(=O)O[C@H]2[C@@H](OC3=CC(=CC(=C3C2)OCC2=CC=CC=C2)OCC2=CC=CC=C2)C2=CC(=C(C(=C2)OCC2=CC=CC=C2)OCC2=CC=CC=C2)OCC2=CC=CC=C2)C(=C(C1OCC1=CC=CC=C1)OC(C)C)F)F (2S,3R)-5,7-bis(benzyloxy)-2-(3,4,5-tris(benzyloxy)phenyl)chroman-3-yl 3,4-bis(benzyloxy)-2,6-difluoro-5-isopropoxybenzoate